C(#N)C=1C(=NC(=C(C1)C(=O)OCC)C)N1CC(CC1)C(=O)O 1-(3-cyano-5-(ethoxycarbonyl)-6-methylpyridin-2-yl)pyrrolidine-3-carboxylic acid